COC1=C(C=CC(=C1)C=1N(C=CN1)C)NC=1N=CC2=C(N1)C(=NC(=C2)C)N2CCC(CC2)OC N-(2-methoxy-4-(1-methyl-1H-imidazol-2-yl)phenyl)-8-(4-methoxypiperidin-1-yl)-6-methylpyrido[3,4-d]pyrimidin-2-amine